4-[4-(2-aminoethyl)phenyl]-3-[6-(2,2,2-trifluoroethoxy)pyridazin-4-yl]oxybenzonitrile NCCC1=CC=C(C=C1)C1=C(C=C(C#N)C=C1)OC1=CN=NC(=C1)OCC(F)(F)F